Methoxyimidazo[1,2-a]pyridine-2-carboxylic acid ethyl ester C(C)OC(=O)C=1N=C2N(C=CC=C2)C1OC